FC1=CC=C(C=C1)C=1C=C2C(=NC=NC2=C(C1)OCC(=O)NC1(CC1)C(=O)OC)N[C@H](C)C=1C=NC(=NC1)C(F)(F)F methyl (R)-1-(2-((6-(4-fluorophenyl)-4-((1-(2-(trifluoromethyl)pyrimidin-5-yl)ethyl)amino)quinazolin-8-yl)oxy)acetamido)cyclopropane-1-carboxylate